ClC=1C(=NC=C(C1CC(=O)O)Cl)C(=C)OCC [3,5-dichloro-2-(1-ethoxyvinyl)-4-pyridinyl]acetic acid